(2R,4R)-2-dimethylcarbamoyl-4-acetylmercapto-1-(p-nitrobenzyloxycarbonyl)pyrrolidine CN(C(=O)[C@@H]1N(C[C@@H](C1)SC(C)=O)C(=O)OCC1=CC=C(C=C1)[N+](=O)[O-])C